N1C=C(C2=CC=CC=C12)CCN(CCOCCOCCN)CC1=CC=C(C=C1)/C=C/C(=O)O (E)-3-(4-(((2-(1H-indol-3-yl)ethyl)(2-(2-(2-aminoethoxy)ethoxy)ethyl)amino)methyl)phenyl)acrylic acid